(S)-2-(1-(3-chloro-5-methoxypyridin-4-yl)cyclopropane-1-carboxamido)-4-(((S)-3-fluoro-2-methoxypropyl)(4-(5,6,7,8-tetrahydro-1,8-naphthyridin-2-yl)butyl)amino)butanoic acid ClC=1C=NC=C(C1C1(CC1)C(=O)N[C@H](C(=O)O)CCN(CCCCC1=NC=2NCCCC2C=C1)C[C@@H](CF)OC)OC